C1(CC1)C1=CC(=NN1)NC1=NC(=NC=C1)N[C@H]1[C@H](CN(CC1)C)F N4-(5-Cyclopropyl-1H-pyrazol-3-yl)-N2-[(3S,4R)-3-fluoro-1-methyl-4-piperidyl]pyrimidine-2,4-diamine